γ-mercapto-propyl-triethoxysilane SCCC[Si](OCC)(OCC)OCC